2'-bromo-2-fluoro-3-methyl-1,1'-biphenyl BrC1=C(C=CC=C1)C1=C(C(=CC=C1)C)F